[SeH]CCCS(=O)(=O)[O-].[Na+] sodium 3-hydroseleno-1-propanesulfonate